aluminum 12-hydroxystearic acid OC(CCCCCCCCCCC(=O)O)CCCCCC.[Al]